2-((4-bromo-3-(trifluoromethyl)phenoxy)methyl)oxirane trans-racemic-benzyl-5-((tert-butoxycarbonyl)amino)-2-(hydroxymethyl)piperidine-1-carboxylate C(C1=CC=CC=C1)OC(=O)N1[C@H](CC[C@@H](C1)NC(=O)OC(C)(C)C)CO.BrC1=C(C=C(OCC2OC2)C=C1)C(F)(F)F |r|